3-hydroxysuccinate tetrasodium [Na+].[Na+].[Na+].[Na+].OC(CC(=O)[O-])C(=O)[O-].OC(CC(=O)[O-])C(=O)[O-]